1-(5-fluoro-4-(4-(3-methoxypropoxy)phenyl)pyrimidin-2-yl)-N-(3-methylquinuclidin-3-yl)piperidine-4-carboxamide FC=1C(=NC(=NC1)N1CCC(CC1)C(=O)NC1(CN2CCC1CC2)C)C2=CC=C(C=C2)OCCCOC